[Br-].FC1=CC=C(CC[NH3+])C=C1 4-fluorophenethyl-ammonium bromide